tert-butyl (2-cyanopyridin-4-yl)carbamate C(#N)C1=NC=CC(=C1)NC(OC(C)(C)C)=O